4-formyl-thieno[2,3-b]pyridine-6-carboxylic acid ethyl ester C(C)OC(=O)C1=CC(=C2C(=N1)SC=C2)C=O